C(OC1=CC(=C(C=C1)O)C(C)=O)(OCC1=C(C=C(C(=C1)OC)OC)[N+](=O)[O-])=O 3-Acetyl-4-hydroxyphenyl (4,5-dimethoxy-2-nitrobenzyl) carbonate